CC1=NC(=CC=C1O[C@@H]1C[C@H](CCC1)C(=O)O)C=1N=NN(C1CNC=1N=NN(N1)C=1C=C(C=CC1)C)C (1S,3S)-3-((2-methyl-6-(1-methyl-5-(((2-(m-tolyl)-2H-tetrazol-5-yl)amino)methyl)-1H-1,2,3-triazol-4-yl)pyridin-3-yl)oxy)cyclohexane-1-carboxylic acid